IC1=CN(C=2N=CN=C(C21)N)C(C#C)CC 5-iodo-7-(pent-1-yn-3-yl)-7H-pyrrolo[2,3-d]pyrimidin-4-amine